FC(C1=NN=C(O1)C1=CC=C(CN2C(N(C3=CC=CC=C3C2=O)CCN2CCCCC2)=O)C=C1)F 3-(4-(5-(difluoromethyl)-1,3,4-oxadiazole-2-yl)benzyl)-1-(2-(piperidine-1-yl)ethyl)quinazoline-2,4(1H,3H)-dione